ethyl 2-({6-[(1,3-benzothiazol-2-yl)amino]-5-methylpyridazin-3-yl}(methyl)amino)-5-[1-(2-phenylacetyl)azetidin-3-yl]-1,3-thiazole-4-carboxylate S1C(=NC2=C1C=CC=C2)NC2=C(C=C(N=N2)N(C=2SC(=C(N2)C(=O)OCC)C2CN(C2)C(CC2=CC=CC=C2)=O)C)C